CNCCCN1CCCCC1 N-methyl-3-(piperidin-1-yl)propan-1-amine